tert-Butyl 4-((4-fluorophenyl)(2-tosylhydrazono)methyl)piperidine-1-carboxylate FC1=CC=C(C=C1)C(C1CCN(CC1)C(=O)OC(C)(C)C)=NNS(=O)(=O)C1=CC=C(C)C=C1